C1(CC1)C1=C(C=C(C(=C1)CN1CCC2(CN(C(N2)=O)C2=CC=C(C(=O)NCCS(=O)(=O)O)C=C2)CC1)OCC)C1=CC=C(C=C1)F 2-(4-(8-((2-cyclopropyl-5-ethoxy-4'-fluoro-[1,1'-biphenyl]-4-yl)methyl)-2-oxo-1,3,8-triazaspiro[4.5]decan-3-yl)benzamido)ethane-1-sulfonic acid